ClC1=CC(=C(COC2=NC=3CN(CCC3C=C2C2CC2)CC2=NC3=C(N2C[C@H]2OCC2)C=C(C=C3)C(=O)O)C=C1)F (S)-2-((2-((4-chloro-2-fluorobenzyl)oxy)-3-cyclopropyl-5,8-dihydro-1,7-naphthyridin-7(6H)-yl)methyl)-1-(oxetan-2-ylmethyl)-1H-benzo[d]imidazole-6-carboxylic acid